C1(CCCCC1)C1=C(OC2(CC2)C(=O)NS(=O)(=O)C2=CC=CC(=N2)N2CCC(CC2)C)C=C(C=C1)C 1-(6-(N-(1-(2-Cyclohexyl-5-methylphenoxy)cyclopropancarbonyl)sulfamoyl)pyridin-2-yl)-4-methylpiperidin